NC1=C(C(=O)OC)C=C(C(=C1C#C[Si](C)(C)C)C(=O)OC)Cl dimethyl 2-amino-3-(trimethylsilylethynyl)-5-chloroterephthalate